C(C)(C)(C)OC(=O)N1[C@H](C[C@H](C1)O)CO (2R,4R)-4-hydroxy-2-(hydroxymethyl)pyrrolidine-1-carboxylic acid tert-butyl ester